N'-hydroxy-1,2,5-oxadiazol-3-carboximidamid ON=C(N)C1=NON=C1